(S)-2-(1-acryloyl-4-(5-(2-fluoro-3-methylphenyl)-3,4-dihydro-2H-pyrano[2,3-f]quinazolin-10-yl)piperazin-2-yl)acetonitrile C(C=C)(=O)N1[C@H](CN(CC1)C1=NC=NC2=CC(=C3C(=C12)OCCC3)C3=C(C(=CC=C3)C)F)CC#N